Tert-butyl 4-[4-chloro-3-(2,4-dioxo-1,3-diazinan-1-yl)benzoyl]piperazine-1-carboxylate ClC1=C(C=C(C(=O)N2CCN(CC2)C(=O)OC(C)(C)C)C=C1)N1C(NC(CC1)=O)=O